hydroxymethylbenzoin trifluoromethanesulfonate FC(S(=O)(=O)O)(F)F.OCC1=C(C=CC=C1)C(=O)C(O)C1=CC=CC=C1